(Z)-1-(4-hydroxybut-2-en-1-yl)-1H-imidazole-4-carboxamide OC\C=C/CN1C=NC(=C1)C(=O)N